N-(oxo-λ4-sulfaneylidene)methanesulfonamide O=S=NS(=O)(=O)C